tert-butyl (1-(4-methylbenzyl)-3-(1-(methylsulfonamido)-3-(p-tolyl)propan-2-yl)-1,3-dihydro-2H-benzo[d]imidazol-2-ylidene)carbamate CC1=CC=C(CN2C(N(C3=C2C=CC=C3)C(CNS(=O)(=O)C)CC3=CC=C(C=C3)C)=NC(OC(C)(C)C)=O)C=C1